C(C)(C)(C)OC(=O)N1C[C@H](CC1)[C@H](C(=O)OC(C)(C)C)CC1=CC(=CC=C1)C=O (R)-3-((R)-1-(tert-butoxy)-3-(3-formylphenyl)-1-oxopropane-2-yl)pyrrolidine-1-carboxylic acid tert-butyl ester